OC=1C=C(C=CC1)S(=O)(=O)OC1=C(C=C(C=C1)\C=C\C(C1=CC=CC=C1)=O)O [2-Hydroxy-4-[(E)-3-oxo-3-phenylprop-1-enyl]phenyl] 3-hydroxybenzenesulfonate